C(CCCC)N1N=CC(=C1)/N=N/C=1C=NN(C1)CCP(O)(O)=O (E)-(2-(4-((1-pentyl-1H-pyrazol-4-yl)diazenyl)-1H-pyrazol-1-yl)ethyl)phosphonic acid